lactoyl lactate (lactate) C(C(O)C)(=O)O.C(C(O)C)(=O)OC(C(O)C)=O